FC1=CN=C2N1C=C(C=C2)C2=CNC=1N=C(N=C(C12)OC)NC1CCC(CC1)OCCO 2-(((1r,4r)-4-((5-(3-fluoroimidazo[1,2-a]pyridin-6-yl)-4-methoxy-7H-pyrrolo[2,3-d]pyrimidin-2-yl)amino)cyclohexyl)oxy)ethan-1-ol